C(C)(C)[C@H]1N(C(OC1)=O)C(CC)=O (R)-4-isopropyl-3-propionyloxazolidin-2-one